mono-tert-octyl phenyl ether C1(=CC=CC=C1)OC(C)(C)CC(C)(C)C